ClCC1=NC2=C(N1)C=CC(=C2)OC(F)(F)F 2-(chloromethyl)-5-(trifluoromethoxy)-1H-benzo[d]imidazole